4-Dimethylamino-but-2-enoic acid CN(CC=CC(=O)O)C